FC1=C(C(=CC(=C1)S(=O)(=O)C)OC)N(C(OC(C)(C)C)=O)CC#CC=1N(C2=CC=CC(=C2C1)NC1CCN(CC1)CC(COC)O)CC(F)(F)F tert-butyl (2-fluoro-6-methoxy-4-(methylsulfonyl)phenyl)(3-(4-((1-(2-hydroxy-3-methoxypropyl)piperidin-4-yl)amino)-1-(2,2,2-trifluoroethyl)-1H-indol-2-yl)prop-2-yn-1-yl)carbamate